6-((3-(2,3-dichloro-6-fluorophenyl)pyrrolidin-3-yl)amino)-8-fluoro-3-(methyl-d3)quinazolin-4(3H)-one hydrochloride Cl.ClC1=C(C(=CC=C1Cl)F)C1(CNCC1)NC=1C=C2C(N(C=NC2=C(C1)F)C([2H])([2H])[2H])=O